2-{5-[3-(1-Amino-1-methyl-ethyl)-pyrrolidin-1-yl]-pyridin-2-ylamino}-6-benzyl-8-cyclopentyl-8H-pyrido[2,3-d]pyrimidin-7-one NC(C)(C)C1CN(CC1)C=1C=CC(=NC1)NC=1N=CC2=C(N1)N(C(C(=C2)CC2=CC=CC=C2)=O)C2CCCC2